The molecule is the cationic form of 3,6-diamino-10-(3-carboxypropyl)acridine. It has a role as a fluorochrome. It is a member of aminoacridines, a monocarboxylic acid and an acridinium ion. C1=CC(=CC2=[N+](C3=C(C=CC(=C3)N)C=C21)CCCC(=O)O)N